4-Butyl-8-(cyclohexylmethoxy)-phthalazin-1(2H)-one C(CCC)C1=NNC(C2=C(C=CC=C12)OCC1CCCCC1)=O